tert-butyl (2R,3S)-3-(4-{2-[2-(2-ethoxyethoxy)ethoxy]ethoxy}phenyl)oxirane-2-carboxylate C(C)OCCOCCOCCOC1=CC=C(C=C1)[C@H]1[C@@H](O1)C(=O)OC(C)(C)C